O1C=COC=C1NC1=CC=CC=C1 [1,4-dioxin-6-yl]aniline